C[C@@H]1CN(C[C@@H](N1)C)C1=CC=C(C(=O)N)C=C1 4-((3R,5S)-3,5-dimethylpiperazin-1-yl)benzamide